C(C)(=O)N1[C@@H]2CN[C@H](C1)C2 (1S,4S)-5-acetyl-2,5-diazabicyclo[2.2.1]heptan